N-((1S,2R)-2-fluorocyclohexyl)-2-(1H-imidazol-5-yl)thiazole-4-carboxamide F[C@H]1[C@H](CCCC1)NC(=O)C=1N=C(SC1)C1=CN=CN1